8-Methyl-2-[(2S)-tetrahydrofuran-2-ylmethyl]-4,5-dihydro-2H-furo[2,3-g]indazole-7-carboxylic acid CC1=C(OC=2CCC3=CN(N=C3C21)C[C@H]2OCCC2)C(=O)O